COCOC=1C(=CC2=CN(N=C2C1)C)C1=CC=C2C=C(C=NC2=N1)O[C@H]1CN(CC1)C(=O)OC(C)(C)C tert-butyl (3R)-3-({7-[6-(methoxymethoxy)-2-methylindazol-5-yl]-1,8-naphthyridin-3-yl}oxy)pyrrolidine-1-carboxylate